C(C)(C)(C)OC(=O)N1[C@](C[C@H](CC1)NC([C@H](CC)NC(=O)OC(C)(C)C)=O)(C(=O)O)CCCCB1OC(C(O1)(C)C)(C)C (2R,4S)-1-(tert-butoxycarbonyl)-4-((S)-2-((tert-butoxycarbonyl)amino)butyramido)-2-(4-(4,4,5,5-tetramethyl-1,3,2-dioxaborolan-2-yl)butyl)piperidine-2-carboxylic acid